C(CCCCCCC\C=C/C\C=C/C\C=C/CC)O (9Z,12Z,Z)-octadeca-9,12,15-trien-1-ol